tert-butyl N-[[4-(2-tetrahydropyran-2-ylpyrazol-3-yl)phenyl]methyl]carbamate O1C(CCCC1)N1N=CC=C1C1=CC=C(C=C1)CNC(OC(C)(C)C)=O